2-chloro-N-[(furan-2-yl)methyl]-6-[2-(methylamino)propyl]-7H-pyrrolo[2,3-d]pyrimidin-4-amine ClC=1N=C(C2=C(N1)NC(=C2)CC(C)NC)NCC=2OC=CC2